1-[2-(4-butyl-1,4-diazepan-1-yl)propyl]-5-formyl-4-methyl-1H-indole-2-carbonitrile C(CCC)N1CCN(CCC1)C(CN1C(=CC2=C(C(=CC=C12)C=O)C)C#N)C